alpha-(3-chloro-benzyl)-proline ClC=1C=C(C[C@@]2(NCCC2)C(=O)O)C=CC1